3H,4H-thieno[2,3-d]pyrimidin N1=CNCC2=C1SC=C2